C(\C=C\C(=O)O)(=O)O.FC1=C(C=CC=C1)C1=CC(=CN1S(=O)(=O)C1=CNC=C1)CN 5-(2-fluorophenyl)-1-(3-pyrrolylsulfonyl)-3-aminomethyl-1H-pyrrole fumarate